The molecule is a myo-inositol monophosphate derivative consisting of 1-O-(6-thiohexylphosphono)-D-myo-inositol having an alpha-D-mannosyl-(1->2)-6-O-(2-aminoethylphosphono)-alpha-D-mannosyl-(1->2)-alpha-D-mannosyl-(1->6)-alpha-D-mannosyl-(1->4)-alpha-D-glucosaminyl residue at the 6-position. It is a glycoside, a pentasaccharide derivative and a myo-inositol monophosphate derivative. It derives from a myo-inositol. C(CCCS)CCOP(=O)(O)O[C@@H]1[C@@H]([C@@H]([C@H]([C@@H]([C@H]1O[C@@H]2[C@@H]([C@H]([C@@H]([C@H](O2)CO)O[C@@H]3[C@H]([C@H]([C@@H]([C@H](O3)CO[C@@H]4[C@H]([C@H]([C@@H]([C@H](O4)CO)O)O)O[C@@H]5[C@H]([C@H]([C@@H]([C@H](O5)COP(=O)(O)OCCN)O)O)O[C@@H]6[C@H]([C@H]([C@@H]([C@H](O6)CO)O)O)O)O)O)O)O)N)O)O)O)O